2-(1-methyl-1H-imidazol-4-yl)-N-(tetrahydro-2H-pyran-4-yl)-1H-pyrrolo[3,2-c]pyridin-6-amine CN1C=NC(=C1)C1=CC=2C=NC(=CC2N1)NC1CCOCC1